CN(C)C(=CC1=CC=C(C=C1)O)C=1C=C(C=C(C1CC=C(C)C)OC)O 3-(Dimethylamino-4-hydroxystyryl)-5-methoxy-4-(3-methylbut-2-en-1-yl)phenol